C(C)(C)(C)OC(=O)N1CC(C(CC1)(F)F)C1=CC(=[N+](C=C1)[O-])CN(C(=O)OCC[Si](C)(C)C)C 4-(1-(tert-butoxycarbonyl)-4,4-difluoropiperidin-3-yl)-2-((methyl((2-(trimethylsilyl)ethoxy)carbonyl)amino)methyl)pyridine 1-oxide